2-(10-phenyl-9-anthracenyl)-benzo[b]anthracene C1(=CC=CC=C1)C1=C2C=CC=CC2=C(C2=CC=CC=C12)C=1C=CC=2C(=CC3=CC4=CC=CC=C4C=C3C2)C1